BrC1=C(C=C2C(=C(C(=NC2=C1F)Cl)/C=N/O)N[C@@H]1C[C@H](N(CC1)C(=O)OC(C)(C)C)CCO[Si](C)(C)C(C)(C)C)I tert-butyl (2S,4S)-4-((7-bromo-2-chloro-8-fluoro-3-((E)-(hydroxyimino)methyl)-6-iodoquinolin-4-yl)amino)-2-(2-((tert-butyldimethylsilyl)oxy)ethyl)piperidine-1-carboxylate